C(C)(=O)O[C@H]1[C@@H]([C@@H]2[C@H](O[C@@H]1COC(C)=O)O[C@@](O2)(C)OCCOCCOCCNC(OC(C)(C)C)=O)OC(C)=O (2S,3aR,5R,6R,7S,7aR)-5-(acetoxymethyl)-2-((2,2-dimethyl-4-oxo-3,8,11-trioxa-5-azatridecan-13-yl)oxy)-2-methyltetrahydro-5H-[1,3]dioxolo[4,5-b]pyran-6,7-diyl diacetate